ClC1=NC=C(N=C1)CCl 2-Chloro-5-(chloromethyl)pyrazine